8,8'-(((1R,2S)-2-hydroxycyclopent-yl)azanediyl)bis-(N,N-didecyloctan-amide) O[C@@H]1[C@@H](CCC1)N(CCCCCCCC(=O)N(CCCCCCCCCC)CCCCCCCCCC)CCCCCCCC(=O)N(CCCCCCCCCC)CCCCCCCCCC